1,5-dimethyl-1H-pyrazol-4-ol CN1N=CC(=C1C)O